3-piperidylquinoxalin-2(1H)-one N1CC(CCC1)N1C(C=NC2=CC=CC=C12)=O